4-((tert-butoxycarbonyl)amino)-2,2-dimethylbutyric acid C(C)(C)(C)OC(=O)NCCC(C(=O)O)(C)C